NC1=NC=C(C(=C1)C=1C(=CC2=C(N(C(N=C2N2[C@H](CN(CC2)C(C=C)=O)C)=O)C2=C(C=CC=C2)C(C)C)N1)Cl)Cl 7-(2-amino-5-chloro-4-pyridinyl)-6-chloro-4-((2S)-2-methyl-4-(2-propenoyl)-1-piperazinyl)-1-(2-(2-propanyl)phenyl)pyrido[2,3-d]pyrimidin-2(1H)-one